Tri-ethylorthoacetat C(C)C(C([O-])([O-])[O-])(CC)CC